bis{[4-[(3-allyl-4-cyanatophenyl)isopropylidene]phenoxy]phenyl}sulfone C(C=C)C=1C=C(C=CC1OC#N)CC(C)=C1CC=C(OC2=C(C=CC=C2)S(=O)(=O)C2=C(C=CC=C2)OC2=CCC(C=C2)=C(CC2=CC(=C(C=C2)OC#N)CC=C)C)C=C1